C1(=CC=C(C=C1)N1N=CC(=N1)C12CC(C1)(C2)NC(OC(C)(C)C)=O)C tert-butyl N-[3-[2-(p-tolyl)triazol-4-yl]-1-bicyclo[1.1.1]pentanyl]carbamate